BrC1=C(C(=C2C(=NC(=NC2=C1F)SC)O)F)Cl 7-bromo-6-chloro-5,8-difluoro-2-(methylsulfanyl)quinazolin-4-ol